O[C@@H]1C[C@H](N(C1)C(=O)[C@H](C(C)(C)C)NC(CC1=CC=C(C=C1)C1=CC=C(C=C1)CNC([O-])=O)=O)C(NCC1=CC=C(C=C1)C1=C(N=CS1)C)=O [[4-[4-[2-[[(1s)-1-[(2S,4R)-4-hydroxy-2-[[4-(4-methylthiazol-5-yl)phenyl]methylcarbamoyl]pyrrolidine-1-carbonyl]-2,2-dimethyl-propyl]amino]-2-oxo-ethyl]phenyl]phenyl]methyl]carbamate